CC1(CC=2C(=NC(=CC2)C(C)N2C[C@@H](N(C[C@H]2C)C=2C=3N=C(N(C3N(C(N2)=O)C)CC)CC#N)C)O1)C 2-(6-((2S,5R)-4-(1-(2,2-dimethyl-2,3-dihydrofuro[2,3-b]pyridin-6-yl)ethyl)-2,5-dimethylpiperazin-1-yl)-9-ethyl-3-methyl-2-oxo-3,9-dihydro-2H-purin-8-yl)acetonitrile